3-((2-fluoro-4-iodophenyl)amino)isonicotinic acid FC1=C(C=CC(=C1)I)NC1=C(C(=O)O)C=CN=C1